14-methylpentadecyl palmitoleate C(CCCCCCC\C=C/CCCCCC)(=O)OCCCCCCCCCCCCCC(C)C